N1=C(C=NC=C1)C=1C(=NC=CC1)N1CCN(CC1)[C@H]1CC2(CN(C2)C(=O)OC(C)(C)C)CC1 tert-butyl (6R)-6-[4-(3-pyrazin-2-yl-2-pyridyl)piperazin-1-yl]-2-azaspiro[3.4]octane-2-carboxylate